3-((4-(3,5-dichloro-2-(((6S)-6-methylmorpholin-2-yl)methyl)phenyl)pyrrolo[2,1-f][1,2,4]triazin-6-yl)methyl)-1-methylpyrimidine-2,4(1H,3H)-dione hydrochloride Cl.ClC=1C(=C(C=C(C1)Cl)C1=NC=NN2C1=CC(=C2)CN2C(N(C=CC2=O)C)=O)CC2CNC[C@@H](O2)C